FC1=C(CNC2C(N(CC2)C)=O)C=CC(=C1)C(F)(F)F 3-((2-fluoro-4-(trifluoromethyl)benzyl)amino)-1-methylpyrrolidin-2-one